methyl-5-piperazin-1-ylpyridine CC1=NC=C(C=C1)N1CCNCC1